((S)-3-cyclohexyl-1-(((S)-5-(2,3-dihydrobenzo[f][1,4]oxazepin-4(5H)-yl)-1,5-dioxopentan-2-yl)amino)-1-oxopropan-2-yl)indoline-1-carboxamide C1(CCCCC1)C[C@H](C(=O)N[C@H](C=O)CCC(=O)N1CCOC2=C(C1)C=CC=C2)C2N(C1=CC=CC=C1C2)C(=O)N